3-bromo-1-phenylpropan-1,2-dione BrCC(C(=O)C1=CC=CC=C1)=O